(1S,4s)-4-(2-((1R,3R)-3-hydroxycyclohexylamino)-8-(2,4,6-trifluorophenylamino)-9H-purin-9-yl)-1-methylcyclohexanecarboxamide O[C@H]1C[C@@H](CCC1)NC1=NC=C2N=C(N(C2=N1)C1CCC(CC1)(C(=O)N)C)NC1=C(C=C(C=C1F)F)F